C(#N)C1=CN(C2=CC=C(C=C12)N1N=CC(=C1)C(=O)O)C(C)C 1-(3-cyano-1-isopropyl-indol-5-yl)pyrazol-4-Carboxylic acid